FC=1C=2N(C=C(C1)C1=CNC=3N=C(N=CC31)N[C@@H]3CC[C@@H](CC3)OC)C=C(N2)C 5-(8-fluoro-2-methylimidazo[1,2-a]pyridin-6-yl)-N-(cis-4-methoxycyclohexyl)-7H-pyrrolo[2,3-d]pyrimidin-2-amine